C(CCCCC)OC(C1=CC=CC=C1)=O.C(C)N(CC)C=1C(=C(C(=O)O)C=CC1)O diethylaminohydroxybenzoic acid hexyl-benzoate